OCC1=CC=C(C=N1)C(=O)OC methyl 6-(hydroxymethyl)pyridine-3-carboxylate